C1(=CC=CC=C1)C1=CC=C(S1)S(=O)(=O)NCC=1N=NNC1 4-((5-phenylthiophene-2-sulfonamido)methyl)-1H-1,2,3-triazol